(S)-ethyl 8-(2-amino-6-((R)-1-(4-(1,3-dimethyl-1H-indazol-6-yl)phenyl)-2,2,2-trifluoroethoxy)pyrimidin-4-yl)-2,8-diazaspiro[4.5]decane-3-carboxylate NC1=NC(=CC(=N1)N1CCC2(C[C@H](NC2)C(=O)OCC)CC1)O[C@@H](C(F)(F)F)C1=CC=C(C=C1)C1=CC=C2C(=NN(C2=C1)C)C